3-methyl-2-(2-(oxepan-4-yl)-2H-pyrazolo[3,4-b]pyridin-6-yl)-5-(trifluoromethyl)phenol CC=1C(=C(C=C(C1)C(F)(F)F)O)C=1C=CC=2C(N1)=NN(C2)C2CCOCCC2